6-bromoisochroman-4-one BrC=1C=C2C(COCC2=CC1)=O